o-[6-amino-5-(3-{2-[3-(dimethylamino)-1-propynyl]-4-pyridyloxy}-1-azetidinyl)-3-pyridazinyl]phenol NC1=C(C=C(N=N1)C1=C(C=CC=C1)O)N1CC(C1)OC1=CC(=NC=C1)C#CCN(C)C